C(C)(C)(C)OC(=O)N1CC(C1)CN1N=C2C=CC(=CC2=C1)OCC(C(=O)O)O 3-((2-((1-(tert-butoxycarbonyl)azetidin-3-yl)methyl)-2H-indazol-5-yl)oxy)-2-hydroxypropionic acid